OC1=C(C=C(C=C1C)C1=CC(=NC2=CC=CC=C12)C(F)(F)F)C 4-(4-hydroxy-3,5-dimethylphenyl)-2-trifluoromethylquinoline